CC1(OC(C(O1)C(=O)[O-])C(=O)[O-])C.[K+].[K+] potassium 2,2-dimethyl-1,3-dioxolane-4,5-dicarboxylate